Manganese aluminum silicate [Si]([O-])([O-])([O-])[O-].[Al+3].[Mn+2]